ClC1=NC=C(C(=N1)C1=CNC2=CC(=CC=C12)C(=O)OC)C(F)(F)F methyl 3-[2-chloro-5-(trifluoromethyl) pyrimidin-4-yl]-1H-indole-6-carboxylate